C1CC(CCC1N)NC2CCOCC2.Cl.Cl (1R*,4R*)-N1-(tetrahydro-2H-pyran-4-yl)cyclohexane-1,4-diamine dihydrochloride